FC=1C=C2CCC=C(C2=C(C1)F)B1OC(C(O1)(C)C)(C)C 2-(6,8-difluoro-3,4-dihydronaphth-1-yl)-4,4,5,5-tetramethyl-1,3,2-dioxaborolane